(R)-(+)-α-methylbenzyl-amine C[C@H](C1=CC=CC=C1)N